[N+](=O)([O-])C(C(=O)[O-])C(=O)[O-] nitromalonate